(2R,3S)-5-fluoro-2,3-dimethyl-1-((R)-5-(pyridin-2-yl)-2,3-dihydro-1H-indene-2-carbonyl)indoline-6-sulfonamide 4,4-difluorocyclohex-1-enylborate FC1(CC=C(CC1)OB(O)O)F.FC=1C=C2[C@@H]([C@H](N(C2=CC1S(=O)(=O)N)C(=O)[C@@H]1CC2=CC=C(C=C2C1)C1=NC=CC=C1)C)C